nickel sulfide nitrogen [N].[Ni]=S